2-Chloro-7-((3aS,4R,6R,6aR)-2,2-dimethyl-6-phenyltetrahydro-4H-cyclopenta[d][1,3]dioxol-4-yl)-N-methyl-7H-pyrrolo[2,3-d]pyrimidin-4-amine ClC=1N=C(C2=C(N1)N(C=C2)[C@@H]2C[C@@H]([C@H]1OC(O[C@H]12)(C)C)C1=CC=CC=C1)NC